N-(2-amino-4-fluorophenyl)pyridine-3-carboxamide NC1=C(C=CC(=C1)F)NC(=O)C=1C=NC=CC1